Br[Si](N([Si](Br)(Br)Br)C(C)(C)C)(Br)Br 1,1,1,3,3,3-hexabromo-2-tert-butyldisilazane